(5-(tert-butoxy)-5-oxopentyloxy)-3-ethynyl-2-methylbenzoate C(C)(C)(C)OC(CCCCOC1=C(C(=C(C(=O)[O-])C=C1)C)C#C)=O